ClC=1C2=CN(N=C2C=CC1C1=CNC2=NC(=C(N=C21)C)N2C1CC(CC2CC1)N)C endo-8-[7-(4-chloro-2-methyl-2H-indazol-5-yl)-2-methyl-5H-pyrrolo[2,3-b]pyrazin-3-yl]-8-azabicyclo[3.2.1]octan-3-amine